CS(=O)(=O)O The molecule is an alkanesulfonic acid in which the alkyl group directly linked to the sulfo functionality is methyl. It has a role as an Escherichia coli metabolite. It is an alkanesulfonic acid and a one-carbon compound. It is a conjugate acid of a methanesulfonate.